FC1=C(C=CC=C1)C1=NC(=NC(=N1)NC=1C=NC=C(C1)F)NCC(C)C 6-(2-fluorophenyl)-N2-(5-fluoropyridin-3-yl)-N4-isobutyl-1,3,5-triazine-2,4-diamine